ClC1=C2C(=CNC2=C(C=C1)N1CCC(CC1)C1=CC(=CC=C1)N1CCC(CC1)C(OCCCC)OCCCC)C#N 4-Chloro-7-(4-{3-[4-(dibutoxymethyl)piperidin-1-yl]phenyl}piperidin-1-yl)-1H-indole-3-carbonitrile